BrC1=C(C=C(C=C1)C(C)N1CN=CC2=C1SC=C2)OC N-[1-(4-bromo-3-methoxy-phenyl)ethyl]thieno[2,3-d]pyrimidin